C1(CCCCC1)P(C1(C(=CC=CC1)C1=CC=CC=C1OC)OC)C1CCCCC1 2-dicyclohexylphosphino-2,6'-dimethoxybiphenyl